NC([C@H]([C@@H](C)O)NC(=O)C1=C(OC2=C1C=C(C=C2)OCC2=NC=C(C=C2)F)C)=O N-((2S,3R)-1-amino-3-hydroxy-1-oxobutan-2-yl)-5-((5-fluoropyridin-2-yl)methoxy)-2-methylbenzofuran-3-carboxamide